5-(2-(3-(fluoromethyl)-5-methylphenylamino)-5-methylpyrimidin-4-ylamino)benzo[d]oxazol-2(3H)-one FCC=1C=C(C=C(C1)C)NC1=NC=C(C(=N1)NC=1C=CC2=C(NC(O2)=O)C1)C